(S)-N-[5-[5-cyano-2-(1-morpholin-2-ylethoxy)phenyl]pyrazolo[1,5-a]pyridin-2-yl]cyclopropanecarboxamide C(#N)C=1C=CC(=C(C1)C1=CC=2N(C=C1)N=C(C2)NC(=O)C2CC2)O[C@@H](C)C2CNCCO2